1-(4-nitrobenzyl)pseudouridine [N+](=O)([O-])C1=CC=C(CN2C=C([C@H]3[C@H](O)[C@H](O)[C@@H](CO)O3)C(NC2=O)=O)C=C1